methyl 4-{[(6-chloro-1H-indol-3-yl)sulfonyl] amino}benzoate ClC1=CC=C2C(=CNC2=C1)S(=O)(=O)NC1=CC=C(C(=O)OC)C=C1